CC1=NC=CC(=C1)N1C(C(=CC=C1C)C(=O)O)=O 2',6-dimethyl-2-oxo-2H-[1,4'-bipyridine]-3-carboxylic acid